(4-chloro-2-(1-hydroxyethyl)oxazol-5-yl)((S)-4-(5-fluorobenzo[d]oxazol-2-yl)-6,7-dihydro-1H-imidazo[4,5-c]pyridin-5(4H)-yl)methanone ClC=1N=C(OC1C(=O)N1[C@@H](C2=C(CC1)NC=N2)C=2OC1=C(N2)C=C(C=C1)F)C(C)O